1-(6-bromopyridin-3-yl)cyclopropan-1-amine BrC1=CC=C(C=N1)C1(CC1)N